C[Si](C1=CC=C(C=O)C=C1)(C)C 4-(trimethylsilyl)benzaldehyde